C(#C)C=1SC=C(N1)C(=O)NCC=1C=NN(C1)C 2-ethynyl-N-((1-methyl-1H-pyrazol-4-yl)methyl)thiazole-4-carboxamide